tert-butyl 1,6-diazaspiro[3.3]-heptane-1-carboxylate N1(CCC12CNC2)C(=O)OC(C)(C)C